ClC=1C(=C2C=NNC2=C(C1F)C(C)OC)C=1C=CC=2N(C1)C=C(N2)NC(=O)C2C(C2)F N-(6-(5-chloro-6-fluoro-7-(1-methoxyethyl)-1H-indazol-4-yl)imidazo[1,2-a]pyridin-2-yl)-2-fluorocyclopropane-1-carboxamide